3-(2-chlorobenzoyl)-4H,5H,6H-cyclopenta[b]thiophene-5-carboxylic acid methyl ester COC(=O)C1CC2=C(SC=C2C(C2=C(C=CC=C2)Cl)=O)C1